methyl 5-(1-(2,4-difluorophenyl) cyclopropylcarbamoyl)-1-(2,2-dihydroxyethyl)-3-methoxy-4-oxo-1,4-dihydropyridine-2-carboxylate FC1=C(C=CC(=C1)F)C1(CC1)NC(=O)C=1C(C(=C(N(C1)CC(O)O)C(=O)OC)OC)=O